4-methyl-5-(4,4,5,5-tetramethyl-(1,3,2-dioxaborolan-2-yl))pyrimidine-2-ylamine CC1=NC(=NC=C1B1OC(C(O1)(C)C)(C)C)N